BrC1=C(N)C(=CC(=C1)C(C(F)(F)F)(C(F)(F)F)F)C(F)(F)F 2-bromo-4-(heptafluoropropan-2-yl)-6-(trifluoromethyl)aniline